6-(4-(trifluoromethyl)phenyl)imidazo[1,2-b]pyridazine-8-carbonitrile FC(C1=CC=C(C=C1)C=1C=C(C=2N(N1)C=CN2)C#N)(F)F